COC1(CC2(C1)CC(NC(C2)([2H])[2H])([2H])[2H])OC 2,2-dimethoxy-7-azaspiro[3.5]nonane-6,6,8,8-d4